NC=1C(=C(C=C2C=C(N=CC12)NC(O[C@@H]1C[C@@H](CC1)O)=O)C1=C(C2=C(OCCN2)N=C1)C)F (1S,3R)-3-Hydroxycyclopentyl (8-amino-7-fluoro-6-(8-methyl-2,3-dihydro-1H-pyrido[2,3-b][1,4]oxazin-7-yl)isoquinolin-3-yl)carbamate